[Kr].[Xe] xenon krypton